C1(CC1)OC1=NC=CC=C1C=1C=NN2C1N=C(C=C2)N2C[C@H](N(CC2)C(=O)OC(C)(C)C)C(=O)OC 1-(tert-Butyl) 2-methyl (S)-4-(3-(2-cyclopropoxypyridin-3-yl)pyrazolo[1,5-a]pyrimidin-5-yl)piperazine-1,2-dicarboxylate